3-(3-fluoro-4-(5'-(4-fluorophenyl)-3'-methyl-1H,3'H-[2,4'-biimidazole]-5-carboxamido)phenyl)propanoic acid FC=1C=C(C=CC1NC(=O)C1=CN=C(N1)C=1N(C=NC1C1=CC=C(C=C1)F)C)CCC(=O)O